ClC1=C(C=CC=C1)C1=C(C2=C(N=C(N=C2)NC2=CC=C(C=C2)OCCN(C)C)N(C1=O)C)C=C 6-(2-chlorophenyl)-2-({4-[2-(dimethylamino)ethoxy]phenyl}amino)-5-ethenyl-8-methylpyrido[2,3-d]pyrimidin-7-one